NC1=CC=C(C=C1)[Si](OC)(OC)OC Para-aminophenyl-trimethoxysilane